COC12CC(C1)(C2)C(=O)NC(NC2=CC(=C(C=C2)OC2=NC=CC=C2)C)=O 3-methoxy-N-((3-methyl-4-(pyridin-2-yloxy)phenyl)carbamoyl)bicyclo[1.1.1]pentane-1-carboxamide